5-(4-cyclopropyl-6-methoxypyrimidin-5-yl)-N-((4-(1-isopropyl-4-(trifluoromethyl)-1H-imidazol-2-yl)phenyl)methyl-d2)-2-methyl-N-(methyl-d3)-2H-pyrazolo[4,3-d]pyrimidin-7-amine C1(CC1)C1=NC=NC(=C1C=1N=C(C=2C(N1)=CN(N2)C)N(C([2H])([2H])[2H])C([2H])([2H])C2=CC=C(C=C2)C=2N(C=C(N2)C(F)(F)F)C(C)C)OC